6-(2,6-dichloro-4-nitrophenoxy)-1-(1-(difluoromethyl)cyclopropyl)-2-methoxy-1H-benzo[d]imidazole ClC1=C(OC=2C=CC3=C(N(C(=N3)OC)C3(CC3)C(F)F)C2)C(=CC(=C1)[N+](=O)[O-])Cl